8-Methyl-N-(1-(methylsulfonyl)piperidin-4-yl)-6,8-dihydropyrazolo[4',3':4,5]pyrano[3,2-d]pyrimidin-2-amine CN1N=C2C(C=3N=C(N=CC3OC2)NC2CCN(CC2)S(=O)(=O)C)=C1